ClC1=C(C=CC=C1OCOC)\C=C(/F)\C=1C=C2CCN(CC2=CN1)C(=O)OC(C)(C)C tert-butyl (Z)-6-(2-(2-chloro-3-(methoxymethoxy)phenyl)-1-fluorovinyl)-3,4-dihydro-2,7-naphthyridine-2(1H)-carboxylate